5-hydroxy-imino-1,3-dimethylpyrimidine-2,4,6(1H,3H,5H)-trione OC1C(N(C(N(C1=O)C)=O)C=N)=O